FC1=CC=C(S1)CC[C@@]1(CN(CC1)C(C)(C)C=1C=NC(=CC1)C)C1OCCN2C1=NC=C2 |o1:8| 8-((R or S)-3-(2-(5-fluorothiophen-2-yl)ethyl)-1-(2-(6-methylpyridin-3-yl)propan-2-yl)pyrrolidin-3-yl)-5,6-dihydro-8H-imidazo[2,1-c][1,4]oxazine